ClC=1C=C2C(=CC1Cl)NC([C@@]21CNCC1)=O (3R)-5,6-dichloro-1H-spiro[indole-3,3-pyrrolidin]-2-one